tert-butyl 4-(6-(4-(4-isopropylpiperazin-1-yl) phenyl)-1-methyl-2-(4-(methylsulfonyl)phenyl)-1H-benzo[d]imidazol-4-yl)piperidine-1-carboxylate C(C)(C)N1CCN(CC1)C1=CC=C(C=C1)C=1C=C(C2=C(N(C(=N2)C2=CC=C(C=C2)S(=O)(=O)C)C)C1)C1CCN(CC1)C(=O)OC(C)(C)C